NCCNCCC[SiH](OC)OC N-(beta-aminoethyl)-gamma-aminopropyl-dimethoxysilane